COC=1C=C(C=CC1)N1C(=C2C(N(N=CC2=C1C)C1=NC(=CC=C1)OC)=O)C 6-(3-Methoxyphenyl)-2-(6-methoxypyridin-2-yl)-5,7-dimethyl-2,6-dihydro-1H-pyrrolo[3,4-d]pyridazin-1-one